3-[2,3-Difluoro-4-[4-(4-methylpiperazin-1-yl)-1-piperidyl]anilino]-5-(methylamino)-6-(3-methylimidazo[4,5-c]pyridin-7-yl)pyrazin-2-carboxamid FC1=C(NC=2C(=NC(=C(N2)NC)C=2C3=C(C=NC2)N(C=N3)C)C(=O)N)C=CC(=C1F)N1CCC(CC1)N1CCN(CC1)C